(E)-2,3-bis(phenoxycarbonylamino)but-2-enedioic acid O(C1=CC=CC=C1)C(=O)N\C(\C(=O)O)=C(/C(=O)O)\NC(=O)OC1=CC=CC=C1